C(C1=CC=CC=C1)N1C2=C(OCC1)C=CC(=C2)CNC(=O)NC2=CC=C1C=CNC1=C2 1-((4-benzyl-3,4-dihydro-2H-benzo[b][1,4]oxazin-6-yl)methyl)-3-(1H-indol-6-yl)urea